(R)-8-(6-amino-5-((2-amino-3-chloropyridin-4-yl)thio)-3-methylpyrazin-2-yl)-11-oxa-8-azadispiro[2.1.55.23]dodecane-4-amine NC1=C(N=C(C(=N1)N1CCC2([C@@H](C3(CC3)CO2)N)CC1)C)SC1=C(C(=NC=C1)N)Cl